tert.-Butylperoxyacetat C(C)(C)(C)OOC(C)=O